METHYLTRICYCLO[6.2.1.0~2,7~]UNDECAN-4-ONE CC12C3CC(CCC3C(CC1)C2)=O